C1(CCC1)CS(=O)(=O)NC1=CNC2=CC=C(C=C12)CCOC1=CC=C(C=C1)C(F)(F)F 1-cyclobutyl-N-(5-(2-(4-(trifluoromethyl)phenoxy)ethyl)-1H-indol-3-yl)methanesulfonamide